OCC1CC2(C1)ON=C(C2)C=2C=CC(=C(C(=O)O)C2)OC 5-(2-(hydroxymethyl)-5-oxa-6-azaspiro[3.4]oct-6-en-7-yl)-2-methoxybenzoic acid